C1(CCCCC1)NC(C(=O)C1=CC(=C(C=C1)OCC(=O)NC1=CC(=C(C=C1)OC)OC)OC)=O N-cyclohexyl-2-(4-(2-((3,4-dimethoxyphenyl)amino)-2-oxoethoxy)-3-methoxyphenyl)-2-oxoacetamide